ClC1=C(N=CN1C)C1=CC=C(C(=C1C=1N=C2N(C=CC(=C2)C(=O)OC)C1F)F)F Methyl 2-(6-(5-chloro-1-methyl-1H-imidazol-4-yl)-2,3-difluorophenyl)-3-fluoroimidazo[1,2-a]pyridine-7-carboxylate